NC1=C(N=C2N1C=CC(=C2Br)OC)C(=O)NCCC 3-amino-7-methoxy-8-bromo-N-propylimidazo[1,2-a]pyridine-2-carboxamide